BrC1=C(C=CC2=CC=CC=C12)N(P(NC1=CC=CC=C1)(O)=O)C1=CC=CC=C1 (1-bromonaphthalen-2-yl)-N,N'-diphenyl-phosphoric diamide